OCCN1C(N(C2=NC(=NC=C12)C=1C(=NC=CC1)C(C)C)CC1=CC=C(C=C1)C=1N(C=C(N1)C(F)(F)F)C)=O 7-(2-hydroxyethyl)-2-(2-isopropylpyridin-3-yl)-9-(4-(1-methyl-4-(trifluoromethyl)-1H-imidazol-2-yl)benzyl)-7,9-dihydro-8H-purin-8-one